C(C)N(C=1SC2=C(N1)C=C(C=C2)NC(=O)C=2C=CC1=C(CCO1)C2)CC 2,3-dihydro-benzofuran-5-carboxylic acid (2-diethylamino-benzothiazol-5-yl)-amide